(E)-3-(6-aminopyridin-3-yl)-N-[[5-[4-(4,4-difluoropiperidine-1-carbonyl)phenyl]-7-(4-fluorophenyl)-1-benzofuran-2-yl]methyl]prop-2-enamide NC1=CC=C(C=N1)/C=C/C(=O)NCC=1OC2=C(C1)C=C(C=C2C2=CC=C(C=C2)F)C2=CC=C(C=C2)C(=O)N2CCC(CC2)(F)F